N-[2-chloro-6-(trifluoromethyl)benzyl]-N-cyclopropyl-3-(difluoromethyl)-5-fluoro-1H-pyrazole-4-carboxamide ClC1=C(CN(C(=O)C=2C(=NNC2F)C(F)F)C2CC2)C(=CC=C1)C(F)(F)F